(S)-N-(1-(5-(4-fluorobenzoyl)-2-((1-methyl-1H-pyrazol-4-yl)amino)-7H-pyrrolo[2,3-d]pyrimidin-4-yl)pyrrolidin-3-yl)cyclopropanesulfonamide FC1=CC=C(C(=O)C2=CNC=3N=C(N=C(C32)N3C[C@H](CC3)NS(=O)(=O)C3CC3)NC=3C=NN(C3)C)C=C1